CC=1C=C(C(=NC1)OC1=CC=C(C(=O)O)C=C1)[N+](=O)[O-] 4-((5-methyl-3-nitropyridin-2-yl)oxy)benzoic acid